Fmoc-L-Valine C(=O)(OCC1C2=CC=CC=C2C2=CC=CC=C12)N[C@@H](C(C)C)C(=O)O